C(C)(=O)[C@](C=O)(O)[C@H](O)[C@H](O)[C@@H](O)C 2-acetylfucose